N-(2,2-difluoroethyl)-6-(2-(((1-fluorocyclobutyl)methyl)amino)-7H-pyrrolo[2,3-d]pyrimidin-5-yl)imidazo[1,2-a]pyridine-3-carboxamide FC(CNC(=O)C1=CN=C2N1C=C(C=C2)C2=CNC=1N=C(N=CC12)NCC1(CCC1)F)F